CC1=C(C=C(C2=C1CCO2)C(=O)N[C@H]2CCOC[C@@H]2O)CC2=CC=C(C=C2)S(N)(=O)=O 1,5-anhydro-2,3-dideoxy-3-({4-methyl-5-[(4-sulfamoylphenyl)methyl]-2,3-dihydro-1-benzofuran-7-carbonyl}amino)-L-threo-pentitol